2-([1,1'-biphenyl]-4-yloxy)-N,N-dimethylethan-1-amine C1(=CC=C(C=C1)OCCN(C)C)C1=CC=CC=C1